7-(4-(4-ethylphenoxy)piperidin-1-yl)-8-methyl-4H-pyrimido[1,2-b]pyridazin-4-one C(C)C1=CC=C(OC2CCN(CC2)C=2C(=CC=3N(N2)C(C=CN3)=O)C)C=C1